8-((1r,4r)-4-(difluoromethyl)cyclohexyl)-5-(4-(trifluoromethyl)benzyl)-2,5,8-triazaspiro[3.5]nonane-6,9-dione 2,2,2-trifluoroacetate FC(C(=O)O)(F)F.FC(C1CCC(CC1)N1CC(N(C2(CNC2)C1=O)CC1=CC=C(C=C1)C(F)(F)F)=O)F